2-fluoro-N-(5-methylpyridin-2-yl)-4-nitro-6-(2H-tetrazol-5-yl)benzamide FC1=C(C(=O)NC2=NC=C(C=C2)C)C(=CC(=C1)[N+](=O)[O-])C=1N=NNN1